FC=1C=CC(=C(C1)[C@H](N1C(C2=CC(=CC=C2C1)C1=CC=C(C=C1)C1CCN(CC1)C)=O)C=1NC=C(N1)C)O 2-[(S)-(5-fluoro-2-hydroxy-phenyl)-(4-methyl-1H-imidazol-2-yl)methyl]-6-[4-(1-methyl-4-piperidinyl)phenyl]isoindolin-1-one